4-(tert-butyl)(2S)-2-(1-hydroxyethyl)piperazine C(C)(C)(C)N1C[C@H](NCC1)C(C)O